ClC=1C=C(C(=O)NCC2=C3C=NNC3=CC=C2)C=CC1C 3-chloro-N-(1H-indazol-4-ylmethyl)-4-methylbenzamide